ClC1=CC(=C(COC2=NC=3CN(CCC3C=C2C)C(=O)OC(C)(C)C)C(=C1)F)F Tert-butyl 2-((4-chloro-2,6-difluorobenzyl) oxy)-3-methyl-5,8-dihydro-1,7-naphthyridine-7(6H)-carboxylate